3-bromo-2-isopropyl-4-methoxy-7-methyl-2H-pyrazolo[3,4-d]pyridazine BrC=1N(N=C2C(=NN=C(C21)OC)C)C(C)C